(4-(1-phenyl-2-(trifluoromethyl)-1H-benzimidazol-5-yl)phenyl)-3-(2-(piperidin-1-yl)ethyl)urea C1(=CC=CC=C1)N1C(=NC2=C1C=CC(=C2)C2=CC=C(C=C2)NC(=O)NCCN2CCCCC2)C(F)(F)F